N(=[N+]=[N-])C1=C(C(=C2C3=C1C1=CC(=C(C=C1C=1C3=C(C=3C=C(C(=CC23)OC)OC)C(=C(C1)OCCCCC)OCCCCC)OCCCCC)OCCCCC)OCCCCC)OCCCCC 1-azido-5,6-dimethoxy-2,3,8,9,12,13-hexa(pentoxy)dibenzo[fg,op]tetracene